C(C)(C)(C)OC(=O)N1C[C@H](OCCC1)C(N[C@@H](CC1=C(C=C(C=C1)C=1C=CC2=C(N(C(O2)=O)C)C1)F)C#N)=O (S)-tert-butyl-2-(((S)-1-cyano-2-(2-fluoro-4-(3-methyl-2-oxo-2,3-dihydrobenzo[d]oxazol-5-yl) phenyl)ethyl)carbamoyl)-1,4-oxazepane-4-carboxylate